C(C)OCC(=O)C1(C2=CC=CC=C2C=2C=CC=CC12)C(COCC)=O 9,9-bis(ethoxyacetyl)fluorene